C1(CCCCC1)/C=C/CS(=O)(=O)C1=CC=CC=C1 (E)-((3-cyclohexylallyl)sulfonyl)benzene